1-acetyl-6-bromo-2-methylindolin-3-one C(C)(=O)N1C(C(C2=CC=C(C=C12)Br)=O)C